N1C=C(C=2C1=CN=CC2)\C=C/2\C(N(C(S2)=O)CC)=O (Z)-5-((1H-pyrrolo[2,3-c]pyridin-3-yl)methylene)-3-ethylthiazolidine-2,4-dione